C12N(CC(NC1)CC2)C(C(C)(C)NC(OC(C)(C)C)=O)=O tert-butyl (1-(2,5-diazabicyclo[2.2.2]octan-2-yl)-2-methyl-1-oxopropan-2-yl)carbamate